C=C1CN2C[C@@H]3[C@H]([C@@]2(C1)C(=O)OC)C3 methyl (1aS,6aS,6bR)-5-methylenehexahydrocyclopropa[a]pyrrolizine-6a(4H)-carboxylate